C1(CCCCC1)N1C(=O)C2(C3(C=CC(C2C1=O)C3)C)CC=C N-cyclohexyl-allyl-(methyl)bicyclo[2.2.1]hept-5-ene-2,3-dicarboximide